4-[(1R,3R)-1-[2,6-difluoro-4-[2-[3-(fluoromethyl)azetidin-1-yl]ethoxy]phenyl]-3-methyl-1,3,4,9-tetrahydropyrido[3,4-b]indol-2-yl]-4-oxo-butanenitrile FC1=C(C(=CC(=C1)OCCN1CC(C1)CF)F)[C@H]1N([C@@H](CC2=C1NC1=CC=CC=C21)C)C(CCC#N)=O